OC1=CC=NC2=NCN(C=C21)C 5-hydroxy-3-methylpyrido[2,3-d]pyrimidine